N-(5-(3-Bromopropoxy)-2,4-dichlorophenyl)acetamide BrCCCOC=1C(=CC(=C(C1)NC(C)=O)Cl)Cl